CO[Si](CCCCCCCC[SiH2]C(NCCC[Si](OC)(OC)OC)NCCC[Si](OC)(OC)OC)(OC)OC 1-trimethoxysilyl-8-bis(trimethoxysilylpropylamino)methylsilyloctane